ON1[C@@H]2CC[C@H](N(C1=O)C2)C(=O)NOCCN(C(OC(C)(C)C)=O)C(C)C tert-Butyl {2-[({[(2S,5R)-6-hydroxy-7-oxo-1,6-diazabicyclo[3.2.1]oct-2-yl] carbonyl}amino)oxy]ethyl}(propan-2-yl)carbamate